CN(C1=C(C#N)C=C(C=N1)C1=NNC2=CC=C(C=C12)O[C@H](C)C1=C(N=NC=C1C)C)C (R)-2-(dimethyl-amino)-5-(5-(1-(3,5-dimethyl-pyridazin-4-yl)ethoxy)-1H-indazol-3-yl)nicotinonitrile